1-{[6-(Cycloheptyloxy)-1-methyl-3,4-dihydro-2-naphthalenyl]methyl}-3-azetidinecarboxylic acid C1(CCCCCC1)OC=1C=C2CCC(=C(C2=CC1)C)CN1CC(C1)C(=O)O